bi[1,3]dioxol-5-yl valinate hydrochloride Cl.N[C@@H](C(C)C)C(=O)O.O1COC=C1C1=COCO1